2-dimethylamino-1-(4-morpholinylphenyl)-1-butanone CN(C(C(=O)C1=CC=C(C=C1)N1CCOCC1)CC)C